methyl 3-hydroxy-5-methoxybenzoate OC=1C=C(C(=O)OC)C=C(C1)OC